7-chloro-5-((5-chloro-4-(cyclopentylamino)pyrimidin-2-yl)amino)benzo[c][1,2]oxaborol-1(3H)-ol ClC1=CC(=CC2=C1B(OC2)O)NC2=NC=C(C(=N2)NC2CCCC2)Cl